C1(CC1)CN1C(=CC=C1C1=CC=CC=C1)C1=NC2=C(N1C)C=CC(=C2)C(=O)O 2-[1-(cyclopropylmethyl)-5-phenyl-1H-pyrrol-2-yl]-1-methyl-1H-1,3-benzodiazole-5-carboxylic acid